(5S)-1-(3-chloro-4-methoxyphenyl)-5-(5-(3,5-dimethylisoxazol-4-yl)-1-(1,1-dioxidotetrahydro-2H-thiopyran-3-yl)-1H-benzo[d]imidazol-2-yl)pyrrolidin-2-one ClC=1C=C(C=CC1OC)N1C(CC[C@H]1C1=NC2=C(N1C1CS(CCC1)(=O)=O)C=CC(=C2)C=2C(=NOC2C)C)=O